C(C)(C)C1=C(CC=2C(=NC(=NC2)N)N)C=C(C(=C1)OC)OC1=CC=CC=C1 5-(2-Isopropyl-4-methoxy-5-phenoxy-benzyl)-pyrimidine-2,4-diamine